cyclopropylthiazolo[5,4-b]pyridin C1(CC1)C=1SC2=NC=CC=C2N1